CC1=CC=C(C=N1)C(=O)NC=1SC=C(N1)C=1C(=NC=NC1)C 6-methyl-N-[4-(4-methylpyrimidin-5-yl)thiazol-2-yl]pyridine-3-carboxamide